[N].N1N=CN=C1 1,2,4-Triazole nitrogen